C1(CC1)NC(C1=CC=C(C=C1)CNNCCOC(F)(F)F)=O N-cyclopropyl-4-((2-(2-(trifluoromethoxy)ethyl)hydrazineyl)methyl)benzamide